NCC(C)N1CCC(CC1)C=1NC(C2=C(N1)C(=NN2)SC2=C(C(=CC=C2)Cl)Cl)=O 5-(1-(1-aminopropan-2-yl)piperidin-4-yl)-3-((2,3-dichlorophenyl)thio)-1,6-dihydro-7H-pyrazolo[4,3-d]pyrimidin-7-one